O1C=NC=C1C=1C(N(C=CC1)CC=1OC2=C(C1)C=CC=C2C(=O)OC)=O Methyl 2-((3-(oxazol-5-yl)-2-oxopyridin-1(2H)-yl)methyl)benzofuran-7-carboxylate